N-(2-amino-3-fluorophenyl)-4-(methylamino)-1,2,5-thiadiazole-3-carboxamide NC1=C(C=CC=C1F)NC(=O)C1=NSN=C1NC